C(CCCCCCCCCC)ON1C(CC(CC1(C)C)OC(OC1CC(N(C(C1)(C)C)OCCCCCCCCCCC)(C)C)=O)(C)C bis(1-undecane oxy-2,2,6,6-tetramethylpiperidine-4-yl)carbonate